C1(=CC=CC=C1)C#CC=1C=NC=2[C@@H]3[C@H](CCC2C1)CCN3C(=O)OC |r| (rac)-cis-Methyl 7-(phenylethynyl)-2,3,3a,4,5,9b-hexahydro-1H-pyrrolo[3,2-h]quinoline-1-carboxylate